5-CHLORO-2-PROPOXYPHENYLBORONIC ACID ClC=1C=CC(=C(C1)B(O)O)OCCC